FC(C=1C(N(N=C(C1)N1[C@@H](CCC2=CC=CC=C12)C(=O)N1CCN(CC1)C1=NC=C(C=N1)C(F)(F)F)COCC[Si](C)(C)C)=O)(F)F 4-(trifluoromethyl)-6-[(2S)-2-[4-[5-(trifluoromethyl)pyrimidin-2-yl]piperazine-1-carbonyl]-3,4-dihydro-2H-quinolin-1-yl]-2-(2-trimethylsilylethoxymethyl)pyridazin-3-one